3-ethyl 5-methyl 2-(acetoxymethyl)-4-(2-(2,2-difluorocyclopropyl)-3-fluorophenyl)-6-methyl-1,4-dihydropyridine-3,5-dicarboxylate C(C)(=O)OCC=1NC(=C(C(C1C(=O)OCC)C1=C(C(=CC=C1)F)C1C(C1)(F)F)C(=O)OC)C